FC(OC1=CC=C2C3(CC=4C(=NOC4C2=C1)C(=O)N)CC3)F 8'-(difluoromethoxy)-4'H-spiro[cyclopropane-1,5'-naphtho[2,1-d]isoxazole]-3'-carboxamide